F/C=C(\CN)/COC1=CC=C(C=C1)S(=O)(=O)C[C@H]1OCCC1 (S,E)-3-fluoro-2-((4-(((tetrahydrofuran-2-yl)methyl)sulfonyl)phenoxy)methyl)prop-2-en-1-amine